4-((1-(4-(2-(2-Aminopyridin-3-yl)-5-(5-(methoxy-d3)pyridin-2-yl)-3H-imidazo[4,5-b]pyridin-3-yl)benzyl)piperidin-4-yl)amino)pyrimidine-2-carbonitrile NC1=NC=CC=C1C1=NC=2C(=NC(=CC2)C2=NC=C(C=C2)OC([2H])([2H])[2H])N1C1=CC=C(CN2CCC(CC2)NC2=NC(=NC=C2)C#N)C=C1